C1(=CC=CC=C1)C#CC1=C(C(=C(C(=C1C#CC1=CC=CC=C1)C#CC1=CC=CC=C1)C#CC1=CC=CC=C1)C#CC1=CC=CC=C1)C#CC1=CC=CC=C1 hexa(phenylethynyl)benzene